(E)-3-(4-((2-benzoyl-6-fluorobenzo[b]thiophen-3-yl)oxy)-3-methylphenyl)acrylic acid C(C1=CC=CC=C1)(=O)C1=C(C2=C(S1)C=C(C=C2)F)OC2=C(C=C(C=C2)/C=C/C(=O)O)C